ethyl (5-bromo-3,3-dimethyl-2,3-dihydro-1H-inden-1-yl)carbamate BrC=1C=C2C(CC(C2=CC1)NC(OCC)=O)(C)C